ClC1=C(C(=CC(=C1)Cl)Cl)C1OCC(NC1)=O 6-(2,4,6-trichlorophenyl)morpholine-3-one